3-((S)-2-((E)-3-(4-chloro-2-fluorophenyl)acrylamido)-3-cyclopropylpropanamido)-2-(hydroxyimino)-4-((S)-2-oxopyrrolidin-3-yl)butanamide ClC1=CC(=C(C=C1)/C=C/C(=O)N[C@H](C(=O)NC(C(C(=O)N)=NO)C[C@H]1C(NCC1)=O)CC1CC1)F